(S)-3-chloro-2-iodo-2-methylpropionitrile ClC[C@@](C#N)(C)I